[O-2].[O-2].[Ti+4] titanium(IV) dioxide